[C@H](C)(CC)[C@@H]1N=C(C2=C(N(C1=O)CC(=O)O)C=CC(=C2)C)C2=CC=CC=C2 2-((S)-3-((S)-sec-butyl)-7-methyl-2-oxo-5-phenyl-2,3-dihydro-1H-benzo[e][1,4]diazepin-1-yl)acetic acid